C1(=CC=CC=C1)C(\C=C(\C(=O)OCC)/F)S(=O)(=O)C1=CC=C(C=C1)F ethyl (Z)-4-phenyl-2-fluoro-4-(4-fluorobenzenesulfonyl)-2-butenoate